CC1=CCC(OC(=C1)C(C)C)=O (5S,7S)-5-methyl-7-(prop-2-yl)oxepin-2-one